N-[5-(2-amino-2-oxoethyl)-2-(trifluoromethyl)phenyl]-2-isopropyl-1-(3-phenylpropyl)-1H-pyrrole-3-carboxamide NC(CC=1C=CC(=C(C1)NC(=O)C1=C(N(C=C1)CCCC1=CC=CC=C1)C(C)C)C(F)(F)F)=O